tert-butyl 7-(((S)-1-((2s,4r)-4-hydroxy-2-(((S)-1-(4-methylthiazol-5-yl) phenyl) ethyl) pyrrolidin-1-yl)-3,3-dimethyl-1-oxobutan-2-yl) amino)-7-oxoheptanoate O[C@@H]1C[C@@H](N(C1)C([C@H](C(C)(C)C)NC(CCCCCC(=O)OC(C)(C)C)=O)=O)CC[C@@]1(CC=CC=C1)C1=C(N=CS1)C